5-(pyridin-2-yl)-N-(3-(5-(trifluoromethyl)-1H-imidazo[4,5-b]pyridin-2-yl)phenyl)pyrimidin-2-amine N1=C(C=CC=C1)C=1C=NC(=NC1)NC1=CC(=CC=C1)C=1NC=2C(=NC(=CC2)C(F)(F)F)N1